FC(CCCCC(=O)NC1=C(C=C(C=C1)CCC1=CC=C(C=C1)C(F)(F)F)N1CCCCC1)CF 6,7-Difluoro-N-(2-(piperidin-1-yl)-4-(4-(trifluoromethyl)phenethyl)phenyl)heptanamid